8-amino-4,4-dimethyl-N-{4-[(1-methylpiperidin-4-yl)carbamoyl]-1,3-thiazol-2-yl}-4,5-dihydro-1H-pyrazolo[4,3-H]quinazoline-3-carboxamide NC1=NC=2C3=C(C(CC2C=N1)(C)C)C(=NN3)C(=O)NC=3SC=C(N3)C(NC3CCN(CC3)C)=O